Cl[Si](CCCC1=CC=CC=C1)(CCCC1=CC=CC=C1)Cl dichlorodi(3-phenylpropyl)silane